CC=1C=CC(=NC1)C1=NC2=CC=CC=C2C=N1 (5-methyl-2-pyridyl)quinazolin